NCC1(CN(C1)C1=NN2C(S1)=NC=C2C2=C(C=C(C=C2)C)OC)O 3-(aminomethyl)-1-(5-(2-methoxy-4-methylphenyl)imidazo[2,1-b][1,3,4]thiadiazol-2-yl)azetidin-3-ol